N,N-bis(2,4-dimethoxybenzyl)-5-(2,4-dimethylthiazol-5-yl)pyrimidin-2-amine COC1=C(CN(C2=NC=C(C=N2)C2=C(N=C(S2)C)C)CC2=C(C=C(C=C2)OC)OC)C=CC(=C1)OC